(1S,3S)-3-aminocyclopentane-1-sulfonamide N[C@@H]1C[C@H](CC1)S(=O)(=O)N